C(C)(C)(C)S(=O)N1CC2=NC=C(C=C2C12COC2)Cl 6'-(tert-butylsulfinyl)-3'-chloro-6',7'-dihydrospiro[oxetane-3,5'-pyrrolo[3,4-b]pyridine]